4-(2-Isopropoxy-2-oxoethyl)cyclohexane C(C)(C)OC(CC1CCCCC1)=O